N,N-dimethylanilinium tetra(4-(tert-butyldimethylsilyl)-2,3,5,6-tetrafluorophenyl)borate [Si](C)(C)(C(C)(C)C)C1=C(C(=C(C(=C1F)F)[B-](C1=C(C(=C(C(=C1F)F)[Si](C)(C)C(C)(C)C)F)F)(C1=C(C(=C(C(=C1F)F)[Si](C)(C)C(C)(C)C)F)F)C1=C(C(=C(C(=C1F)F)[Si](C)(C)C(C)(C)C)F)F)F)F.C[NH+](C1=CC=CC=C1)C